methyl (S)-4-formyl-2-phenyl-2,3,4,5-tetrahydrobenzo[f][1,4]oxazepine-8-carboxylate C(=O)N1C[C@@H](OC2=C(C1)C=CC(=C2)C(=O)OC)C2=CC=CC=C2